(2S)-2-methyl-alanine CC(N)(C)C(=O)O